3-bromo-N-((4-(5-(2-fluoropropan-2-yl)-1,2,4-oxadiazol-3-yl)bicyclo[2.2.2]octan-1-yl)methyl)aniline BrC=1C=C(NCC23CCC(CC2)(CC3)C3=NOC(=N3)C(C)(C)F)C=CC1